Trifluorophosphonium F[PH+](F)F